4-(2-((4-Morpholinophenyl)amino)pyrimidin-4-yl)-N-((tetrahydro-2H-pyran-4-yl)methyl)benzamide O1CCN(CC1)C1=CC=C(C=C1)NC1=NC=CC(=N1)C1=CC=C(C(=O)NCC2CCOCC2)C=C1